BrCC1=C(C(=O)OC)C=C(C=C1)O[Si](C)(C)C(C)(C)C methyl 2-(bromomethyl)-5-[tert-butyl(dimethyl)silyl]oxy-benzoate